4-(3-morpholinopropoxy)-7-(pyridin-3-yl)-2H-chromen-2-one O1CCN(CC1)CCCOC1=CC(OC2=CC(=CC=C12)C=1C=NC=CC1)=O